6-(1-acryloylpiperidin-3-yl)-4-((3-chloro-2-fluorophenyl)amino)-1,7-naphthyridine-3-carbonitrile C(C=C)(=O)N1CC(CCC1)C=1C=C2C(=C(C=NC2=CN1)C#N)NC1=C(C(=CC=C1)Cl)F